FC1=CC=C(C=N1)C1=CC(=NN1C1=NC=CC=C1SC)OC(C(=O)OC)OC Methyl ({5-(6-fluoropyridin-3-yl)-1-[3-(methylsulfanyl)pyridin-2-yl]-1H-pyrazol-3-yl}oxy)(methoxy)-acetate